(6aR,10aR)-1-hydroxy-6,6-dimethyl-3-(2-methyloct-2-yl)-7,8,10,10a-tetrahydro-6aH-benzo[c]chromen-9-one OC1=C2[C@H]3[C@H](C(OC2=CC(=C1)C(C)(CCCCCC)C)(C)C)CCC(C3)=O